ortho-Aminophenol NC1=C(C=CC=C1)O